C(#N)C1=CC(=C(C=C1)NS(=O)(=O)C1=CN(C=2CC(CCC12)O)S(=O)(=O)C1=CC=C(C)C=C1)F N-(4-cyano-2-fluorophenyl)-6-hydroxy-1-tosyl-4,5,6,7-tetrahydro-1H-indole-3-sulfonamide